(S)-N-(5-benzylthiazol-2-yl)-N-methylpyrrolidine-2-carboxamide TFA salt OC(=O)C(F)(F)F.C(C1=CC=CC=C1)C1=CN=C(S1)N(C(=O)[C@H]1NCCC1)C